FC1=CC=C(C=N1)C=1C=2N(C=C(C1)SCC(C)(C)O)N=CC2C#N 4-(6-fluoropyridin-3-yl)-6-((2-hydroxy-2-methylpropyl)thio)pyrazolo[1,5-a]pyridine-3-carbonitrile